Bis(3-((2-amino-2-oxoethyl)amino)-2-benzyl-3-oxopropyl)phosphinic acid NC(CNC(C(CP(O)(=O)CC(C(NCC(N)=O)=O)CC1=CC=CC=C1)CC1=CC=CC=C1)=O)=O